1-(2,2,2-trifluoroethyl)-6-vinyl-pyrazolo[3,4-b]pyridine FC(CN1N=CC=2C1=NC(=CC2)C=C)(F)F